[N+](=O)([O-])C=1C(=C(C(=CC1)C1=CC=CC=C1)N)[N+](=O)[O-] dinitrobiphenylamine